6-oxo-1,6-dihydropyrimidine-4-carboxylic acid methyl ester COC(=O)C=1N=CNC(C1)=O